C(#N)CNS(=O)(=O)C1=CC(=CC=C1)OC[C@H](CN[C@H]1COC2(C1)CCN(CC2)S(=O)(=O)C2=CC1=C(OCCN1C)N=C2)O N-(cyanomethyl)-3-((S)-2-hydroxy-3-((R)-8-(1-methyl-2,3-dihydro-1H-pyrido[2,3-b][1,4]oxazin-7-ylsulfonyl)-1-oxa-8-azaspiro[4.5]dec-3-ylamino)propoxy)benzenesulfonamide